(R)-2-(4-(6-(4-Chloro-2-fluorobenzyloxy)pyridin-2-yl)-2-fluorobenzyl)-1-((tetrahydrofuran-2-yl)methyl)-1H-benzo[d]imidazol ClC1=CC(=C(COC2=CC=CC(=N2)C2=CC(=C(CC3=NC4=C(N3C[C@@H]3OCCC3)C=CC=C4)C=C2)F)C=C1)F